2-[(4-chlorophenyl){4-(5-(4-methylpiperazin-1-yl)-2-(trifluoromethyl)benzyl)piperazin-1-yl}methyl]pyrazine ClC1=CC=C(C=C1)C(C1=NC=CN=C1)N1CCN(CC1)CC1=C(C=CC(=C1)N1CCN(CC1)C)C(F)(F)F